CNCC(=O)N(CC(=O)N(CC(=O)N(CC(=O)O)C)C)C N-methylglycyl-N-methylglycyl-N-methylglycyl-N-methylglycine